2,2-dimethyltetrahydro-2H-pyran-4-yl ((((2R,3S,4R,5S)-5-(4-aminopyrrolo[2,1-f][1,2,4]triazin-7-yl)-2-cyano-3,4-dihydroxytetrahydrofuran-2-yl)methoxy)(Phenoxy)phosphoryl)alaninate NC1=NC=NN2C1=CC=C2[C@H]2[C@@H]([C@@H]([C@@](O2)(C#N)COP(=O)(OC2=CC=CC=C2)N[C@@H](C)C(=O)OC2CC(OCC2)(C)C)O)O